4-Bromo-6-methyl-N-(6-(pyridin-4-yl)thiazolo[4,5-b]pyridin-2-yl)nicotinamide BrC1=CC(=NC=C1C(=O)NC=1SC=2C(=NC=C(C2)C2=CC=NC=C2)N1)C